oxydiethylenebis(3,4-epoxycyclohexane formate) O(CCC1(CC2C(CC1)O2)C(=O)[O-])CCC2(CC1C(CC2)O1)C(=O)[O-]